ethyl 6-(cyanomethyl)-4-(4-(trifluoromethyl)phenyl)-4,5,6,7-tetrahydropyrazolo[1,5-a]pyrimidine-6-carboxylate C(#N)CC1(CN(C=2N(C1)N=CC2)C2=CC=C(C=C2)C(F)(F)F)C(=O)OCC